FC=1C=2N(C=C(C1)NC(=O)N1CCC=3C1=NC=CC3N3C[C@@H](N(CC3)C(=O)OC(C)(C)C)C)C=C(N2)C tert-butyl (S)-4-(1-((8-fluoro-2-methylimidazo[1,2-a]pyridin-6-yl) carbamoyl)-2,3-dihydro-1H-pyrrolo[2,3-b]pyridin-4-yl)-2-methylpiperazine-1-carboxylate